3,5-dibromo-N-[1-[5-chloro-2-[5-(morpholine-4-carbonyl)-2-pyridinyl]-1,2,4-triazol-3-yl]ethyl]benzamide BrC=1C=C(C(=O)NC(C)C=2N(N=C(N2)Cl)C2=NC=C(C=C2)C(=O)N2CCOCC2)C=C(C1)Br